4-cyano-4-(dodecylsulfanylthio)thiopentanoic acid C(#N)C(CCC(=S)O)(C)SSCCCCCCCCCCCC